sec-butyl 3-((R)-2-(6-((5-acrylamido-2-methoxy-4-(4-((S)-2-methylmorpholino)piperidin-1-yl)phenyl)-amino)pyrimidin-4-yl)isoxazolidin-3-yl)benzoate C(C=C)(=O)NC=1C(=CC(=C(C1)NC1=CC(=NC=N1)N1OCC[C@@H]1C=1C=C(C(=O)OC(C)CC)C=CC1)OC)N1CCC(CC1)N1C[C@@H](OCC1)C